N-[(E)-(5-Nitro-2-chloro-4-fluorophenyl)methylen]hydroxylamin [N+](=O)([O-])C=1C(=CC(=C(C1)\C=N\O)Cl)F